(R)-1-(2-ethynylthiazol-4-yl)-3-(2-hydroxy-1-(4-(pyrrolidin-1-yl)phenyl)ethyl)-urea C(#C)C=1SC=C(N1)NC(=O)N[C@@H](CO)C1=CC=C(C=C1)N1CCCC1